(5S)-3-[3-(3-chloro-2-fluoro-phenoxy)-6-methylpyridazin-4-yl]-5-(2-chloro-4-methylbenzyl)-5,6-dihydro-4H-1,2,4-oxadiazine ClC=1C(=C(OC=2N=NC(=CC2C2=NOC[C@@H](N2)CC2=C(C=C(C=C2)C)Cl)C)C=CC1)F